benzo[b]naphtho[2,3-d]furan-4-amine C1=CC=C(C=2OC3=C(C21)C=C2C=CC=CC2=C3)N